silver-copper iron titanium oxide [O-2].[Ti+4].[Fe+2].[Cu+2].[Ag+]